FC(C1=CC=C(C=C1)B(O)O)(F)F 4-trifluoromethylphenylboronic acid